6-Chloro-3-[(1R)-1-[2-(7-methoxy-2-methyl-indazol-5-yl)-3,6-dimethyl-4-oxo-chromen-8-yl]ethoxy]pyridine-2-carboxamide ClC1=CC=C(C(=N1)C(=O)N)O[C@H](C)C=1C=C(C=C2C(C(=C(OC12)C1=CC2=CN(N=C2C(=C1)OC)C)C)=O)C